FC1(CCN(CCC1)C1=C(C(=O)NC2=CC(=CC=C2)[S@@](=O)(=NC(CO)=O)C)C(=C(C(=N1)C(F)(F)F)C=1C=NN(C1)C)C)F (R)-2-(4,4-difluoroazepan-1-yl)-N-(3-(N-(2-hydroxyacetyl)-S-methylsulfonimidoyl)phenyl)-4-methyl-5-(1-methyl-1H-pyrazol-4-yl)-6-(trifluoromethyl)nicotinamide